(E)-4-hydroxy-2-(3,4,5-trihydroxybenzylidene)-2,3-dihydro-1H-inden-1-one OC1=C2C\C(\C(C2=CC=C1)=O)=C/C1=CC(=C(C(=C1)O)O)O